7H-dibenzo[c,h]phenothiazine C1=CC=CC=2C=CC=3NC=4C=CC5=C(C4SC3C21)C=CC=C5